4-(5-cyano-2-methoxyphenyl)-6-methyl-N-(5-((1-methylcyclopropyl)sulfonyl)-5,6-dihydro-4H-pyrrolo[3,4-d]thiazol-2-yl)nicotinamide C(#N)C=1C=CC(=C(C1)C1=CC(=NC=C1C(=O)NC=1SC2=C(N1)CN(C2)S(=O)(=O)C2(CC2)C)C)OC